C1=CC=CC=2C3=CC=CC=C3C(C12)COC(=O)N([C@@H](C(C)C)C(=O)O)C N-[(9H-Fluoren-9-ylmethoxy)carbonyl]-N-methyl-L-valine